Aza-cytosine N1C(=O)N=C(N)N=C1